O=C1N(CC2=C(C=CC=C12)SCCCN1CCCCC1)C1C(NC(CC1)=O)=O 3-(1-oxo-4-((3-(piperidin-1-yl)propyl)thio)isoindolin-2-yl)piperidine-2,6-dione